1-{[2-(trimethylsilyl)ethoxy]methoxy}heptane-3-one C[Si](CCOCOCCC(CCCC)=O)(C)C